C(C1=CC=CC=C1)(C1=CC=CC=C1)N1CC(C1)=C(CN1C(C2=CC=CC=C2C1=O)=O)Br 2-(2-(1-benzhydryl-azetidin-3-ylidene)-2-bromoethyl)isoindoline-1,3-dione